2-(aminomethyl)-3-hydroxy-1,6-dimethyl-4(1H)-pyridinone NCC=1N(C(=CC(C1O)=O)C)C